2-hexyldecyl 8-((2-hydroxyethyl)amino)octanoate OCCNCCCCCCCC(=O)OCC(CCCCCCCC)CCCCCC